O(C1=CC=CC=C1)C1=CC=C(C=C1)C(C(=O)OC)CCC(C(=O)OC)C1=CC=C(C=C1)OC1=CC=CC=C1 dimethyl 2,5-bis(4-phenoxyphenyl)hexanedioate